C1=CC=CC=2C3=CC=CC=C3N(C12)C1=CC=C(C=C1)C1=C(C(=C(C(=C1C=1C(=NC(=CC1)C)C)C1=CC=C(C=C1)N1C2=CC=CC=C2C=2C=CC=CC12)C1=CC=C(C=C1)N1C2=CC=CC=C2C=2C=CC=CC12)C1=CC=C(C=C1)N1C2=CC=CC=C2C=2C=CC=CC12)C#N 4',6'-bis(4-(9H-carbazol-9-yl)phenyl)-4,4''-di(9H-carbazol-9-yl)-5'-(2,6-dimethylpyridin-3-yl)-[1,1':2',1''-terphenyl]-3'-carbonitrile